5-[6-(1,3,4,6,7,8,9,9a-octahydropyrazino[1,2-a]pyrazin-2-yl)-2-isopropyl-3-pyridyl]-1,3-dimethyl-pyridin-2-one C1C2N(CCN1C1=CC=C(C(=N1)C(C)C)C=1C=C(C(N(C1)C)=O)C)CCNC2